C(C)N1N=C(C=C1C1=NNC(=N1)C=1N=C(C=C2C1NN=C2)C(=O)N)C 7-[3-(1-ethyl-3-methyl-1H-pyrazol-5-yl)-1H-1,2,4-triazol-5-yl]-1H-pyrazolo[3,4-c]pyridine-5-carboxamide